2-(acrylamido)phenyl-boronic acid C(C=C)(=O)NC1=C(C=CC=C1)B(O)O